4-((2-methoxyethoxy)methoxy)-1H-indol COCCOCOC1=C2C=CNC2=CC=C1